F[C@H]1C[C@H](N2N=C(N=C21)S(=O)(=O)[C@H]2[C@@H](C2)F)C2=CC(=CC=C2)F (5s,7s)-7-fluoro-2-[trans-2-fluorocyclopropyl]sulfonyl-5-(3-fluorophenyl)-6,7-dihydro-5H-pyrrolo[1,2-b][1,2,4]triazole